N-(trans-4-ethoxycyclohexyl)-5-(3-ethyl-2-methyl-3H-imidazo[4,5-b]pyridin-5-yl)pyrrolo[2,1-f][1,2,4]triazin-2-amine C(C)O[C@@H]1CC[C@H](CC1)NC1=NN2C(C=N1)=C(C=C2)C2=CC=C1C(=N2)N(C(=N1)C)CC